(S)-3-amino-5-(2,6-dioxopiperidin-1-yl)pentanoic acid tert-butyl ester C(C)(C)(C)OC(C[C@H](CCN1C(CCCC1=O)=O)N)=O